P(=O)(OCC(C#CC1=CC=C(C=C1)NC(C[C@H]1C=2N(C3=C(C(=N1)C1=CC=C(C=C1)Cl)C(=C(S3)C)C)C(=NN2)C)=O)N)(OC(C)(C)C)OC(C)(C)C 2-amino-4-(4-(2-((S)-4-(4-chlorophenyl)-2,3,9-trimethyl-6H-thieno[3,2-f][1,2,4]triazolo[4,3-a][1,4]diazepin-6-yl)acetamido)phenyl)but-3-yn-1-yl di-tert-butyl phosphate